BrC=1C=CC=C2C(N(C=NC12)[C@H](C(=O)OC)CO)=O methyl (S)-2-(8-bromo-4-oxoquinazolin-3(4H)-yl)-3-hydroxypropanoate